FC1(CC(C1)C1=NC(=NO1)C1(CCN(CC1)C(=O)[C@H]1NCC([C@@H](C1)O)(C)C)C(F)(F)F)F (4-(5-(3,3-Difluorocyclobutyl)-1,2,4-oxadiazol-3-yl)-4-(trifluoromethyl)piperidin-1-yl)((2S,4R)-4-hydroxy-5,5-dimethylpiperidin-2-yl)methanone